FC([C@](C)(O)C1=NOC=2C(NC[C@@H](C21)C)=NN)(F)F (R)-1,1,1-trifluoro-2-((R)-7-hydrazinylidene-4-methyl-4,5,6,7-tetrahydroisoxazolo[5,4-c]pyridin-3-yl)propan-2-ol